3-[2-[4-[1-(2,2-difluoro-1,3-benzodioxol-5-yl)-5-methyl-pyrazol-3-yl]piperazin-1-yl]ethyl]-8-oxa-3-azabicyclo[3.2.1]octane FC1(OC2=C(O1)C=CC(=C2)N2N=C(C=C2C)N2CCN(CC2)CCN2CC1CCC(C2)O1)F